C(#N)C(CC(=O)O)C1=CC=C(C=C1)C1=NN(C=N1)C1=CC=C(C=C1)OC(F)(F)F 3-cyano-3-(4-(1-(4-(trifluoromethoxy)phenyl)-1H-1,2,4-triazol-3-yl)phenyl)propanoic acid